O1C2=C(OC(C1([2H])[2H])([2H])[2H])C=C(C=C2)OC2(CCN(CC2)C=2C(=CC=1N(N2)C(C=CN1)=O)C)[2H] 7-(4-((2,3-dihydrobenzo[b][1,4]dioxin-6-yl-2,2,3,3-d4)oxy)piperidin-1-yl-4-d)-8-methyl-4H-pyrimido[1,2-b]pyridazin-4-one